racemic-(1R,2R,4R)-1,7,7-trimethylbicyclo[2.2.1]heptan-2-ol C[C@@]12[C@@H](C[C@@H](CC1)C2(C)C)O |r|